N-[4-[3-[4-[2-Hydroxyethyl(methyl)amino]phenyl]prop-2-enoyl]phenyl]-3-iodopropanamide OCCN(C1=CC=C(C=C1)C=CC(=O)C1=CC=C(C=C1)NC(CCI)=O)C